C(=S)=C1C(=O)OCCC1 thiocarbonylvalerolactone